1,4-Di-isopropylbenzol C(C)(C)C1=CC=C(C=C1)C(C)C